CC=1C(=NC=C(C1)C)N1CCN(CC1)C(=O)C1=CC(=C(C=C1)C1(C(NC(N1)=O)=O)CC)OC 5-{4-[4-(3,5-dimethylpyridin-2-yl)piperazine-1-carbonyl]-2-methoxyphenyl}-5-ethylimidazolidine-2,4-dione